2-(benzyl(2-((carboxymethyl)(5-fluoro-2-hydroxybenzyl)amino)ethyl)amino)acetic acid 2,2,2-trifluoroacetate salt FC(C(=O)O)(F)F.C(C1=CC=CC=C1)N(CC(=O)O)CCN(CC1=C(C=CC(=C1)F)O)CC(=O)O